FC1([C@@H]([C@H]1C(NC=1C(=NC(=CC1)C1=C(C(=NO1)C)NC1=NC(=CN=C1)C1=CC=CC=C1)C)=O)C(=O)O)F (1S,3S)-2,2-difluoro-3-((2-methyl-6-(3-methyl-4-((6-phenylpyrazin-2-yl)amino)-isoxazol-5-yl)pyridin-3-yl)-carbamoyl)cyclopropane-1-carboxylic acid